C1(=CC=CC=C1)C(C(CSC1=CC=C(C=C1)C(C)C)C1=CC=CC=C1)=O 1,2-diphenyl-3-(p-isopropylphenylthio)propan-1-one